N-((2-(6-(4,7-diazaspiro[2.5]octan-7-yl)pyridin-2-yl)-1,6-naphthyridin-7-yl)methyl)-1-(methylsulfonyl)-2,3-dihydro-1H-pyrrolo[3,2-c]pyridine-6-carboxamide C1CC12NCCN(C2)C2=CC=CC(=N2)C2=NC1=CC(=NC=C1C=C2)CNC(=O)C2=CC1=C(C=N2)CCN1S(=O)(=O)C